BrC=1C(=C2C(=NC=NC2=CC1)NC1=CC(=C(C=C1)OC1=CC=2N(C=C1)N=CN2)C)F 6-bromo-5-fluoro-N-(3-methyl-4-{[1,2,4]triazolo[1,5-a]pyridin-7-yloxy}phenyl)quinazolin-4-amine